C(C)(C)(C)C1=CC(=NC=C1)C1=NC=CC(=C1)C(C)(C)C 4,4'-di-tert-butyl-2,2'-bipyridin